3-Bromo-5H-benzo[b]carbazole BrC1=CC=C2C=3C=C4C(=CC3NC2=C1)C=CC=C4